N1(CCC2=CC=CC=C12)C(CNS(=O)(=O)C1=CC=C(C=C1)NCC1=CC=C(C=C1)C(F)(F)F)C N-(2-(INDOLIN-1-YL)PROPYL)-4-((4-(TRIFLUOROMETHYL)BENZYL)AMINO)BENZENESULFONAMIDE